4-(2-(2-(cyclopropylcarbamoyl)-8-methylimidazo[1,2-a]pyridin-6-yl)-3-isopropyl-1H-indol-5-yl)piperidine-1-carboxylic acid tert-butyl ester C(C)(C)(C)OC(=O)N1CCC(CC1)C=1C=C2C(=C(NC2=CC1)C=1C=C(C=2N(C1)C=C(N2)C(NC2CC2)=O)C)C(C)C